NC1=NC=CC(=C1Cl)SC=1N=CC(=NC1I)N1CCC2(CCC[C@H]2N[S@](=O)C(C)(C)C)CC1 (R)-N-((R)-8-(5-((2-amino-3-chloropyridin-4-yl)thio)-6-iodopyrazin-2-yl)-8-azaspiro[4.5]decan-1-yl)-2-methylpropan-2-sulfinamide